2-(2-Chloro-5-methoxyphenyl)-N-(3-cyano-5-(3-fluorobenzyl)-4,5,6,7-tetrahydrothieno[3,2-c]pyridin-2-yl)acetamid ClC1=C(C=C(C=C1)OC)CC(=O)NC1=C(C=2CN(CCC2S1)CC1=CC(=CC=C1)F)C#N